(6-{5-Azaspiro[2.3]hex-5-yl}pyridin-3-yl)methanol C1CC12CN(C2)C2=CC=C(C=N2)CO